OC1=C(C(=O)N2CC3=CC=CC(=C3C2)N(C(\C=C\CN(C)C)=O)C)C=C(C(=C1)O)C (E)-N-(2-(2,4-Dihydroxy-5-methylbenzoyl)isoindolin-4-yl)-4-(dimethylamino)-N-methylbut-2-enamide